3-((4-((3-carbamoyl-6-(2,6-difluorophenyl)pyridazin-4-yl)amino)-1H-pyrazol-1-yl)methyl)azetidine-1-carboxylate C(N)(=O)C=1N=NC(=CC1NC=1C=NN(C1)CC1CN(C1)C(=O)[O-])C1=C(C=CC=C1F)F